2-[(2s)-2-aminopropyl]-5-chloro-7-{[(furan-2-yl)methyl]amino}thieno[3,2-b]pyridine N[C@H](CC1=CC2=NC(=CC(=C2S1)NCC=1OC=CC1)Cl)C